4-(((3-fluorooxetan-3-yl)methyl)(4-(5,6,7,8-tetrahydro-1,8-naphthyridin-2-yl)butyl)amino)-2-(quinazolin-4-ylamino)butanoic acid FC1(COC1)CN(CCC(C(=O)O)NC1=NC=NC2=CC=CC=C12)CCCCC1=NC=2NCCCC2C=C1